2-(4-(2-Aminoethyl)-1H-imidazol-1-yl)-N-(2-(tetrahydro-2H-pyran-4-yl)ethyl)-7,8-dihydro-5H-pyrano[4,3-d]pyrimidin-4-amine NCCC=1N=CN(C1)C=1N=C(C2=C(N1)CCOC2)NCCC2CCOCC2